5-(3-{2-[(6,6-dimethylpiperidin-3-yl)amino]-5-(trifluoromethyl)pyrimidin-4-yl}-8-oxo-1H,4H,5H,6H,7H,8H-pyrrolo[2,3-c]azepin-7-yl)-1-methyl-1,2-dihydropyridin-2-one CC1(CCC(CN1)NC1=NC=C(C(=N1)C1=CNC=2C(N(CCCC21)C=2C=CC(N(C2)C)=O)=O)C(F)(F)F)C